C(C)(C)(C)N1CCC(CC1)C1=CN(C=2N=CN=C(C21)N)C tert-butyl-4-(4-amino-7-methyl-7H-pyrrolo[2,3-d]pyrimidin-5-yl)piperidine